BrC=1C(=NC=C(C1)Cl)N(C(=O)C1CC(C1)=O)CC1=CC=C(C=C1)OC N-(3-Bromo-5-chloropyridin-2-yl)-N-(4-methoxybenzyl)-3-oxocyclobutane-1-carboxamide